S(OC1=CC(=CC=C1)COC1=CC(=CC=C1)N)(=O)(=O)F 3-((3-aminophenoxy)methyl)phenyl sulfurofluoridate